O1CC(C1)CN1C([C@@H](CC1)OC1=CC=C(C=C1)B1OC(C(O1)(C)C)(C)C)=O (R)-1-(oxetan-3-ylmethyl)-3-(4-(4,4,5,5-tetramethyl-1,3,2-dioxaborolan-2-yl)phenoxy)pyrrolidin-2-one